N-(4-(4-amino-5-(4-(2-(dimethylamino)-2-oxoethyl)-3-fluorophenyl)-7-methyl-7H-pyrrolo[2,3-d]pyrimidin-6-yl)phenyl)methacrylamide NC=1C2=C(N=CN1)N(C(=C2C2=CC(=C(C=C2)CC(=O)N(C)C)F)C2=CC=C(C=C2)NC(C(=C)C)=O)C